BrC1=CN=C2N1C=C(C=C2CC)NC 3-bromo-8-ethyl-N-methyl-imidazo[1,2-a]pyridin-6-amine